C12CNCC(CC1)N2C2=NC(=CC(=N2)NC=2C=C1C=NNC1=CC2)N(C)C 2-(3,8-diazabicyclo[3.2.1]octan-8-yl)-N4-(1H-indazol-5-yl)-N6,N6-dimethylpyrimidine-4,6-diamine